molybdenum-indium tin [Sn].[In].[Mo]